C(C)(=O)N1CC(CCC1)NC=1C=C2CCN(C(C2=CC1)=O)C[C@@H](CN1CC2=CC=CC=C2CC1)O 6-[(1-Acetyl-3-piperidyl)amino]-2-[(2R)-3-(3,4-dihydro-1H-isochinolin-2-yl)-2-hydroxypropyl]-3,4-dihydroisochinolin-1-on